6-(6-((1-methylpyrrolidin-3-yl)methoxy)pyridin-3-yl)-1-(1-(methylsulfonyl)indolin-6-yl)-1H-benzo[d]imidazole CN1CC(CC1)COC1=CC=C(C=N1)C=1C=CC2=C(N(C=N2)C2=CC=C3CCN(C3=C2)S(=O)(=O)C)C1